NC1=C(C=CC(=C1)NCC1=CC=C(C=C1)C(F)(F)F)NC([C@H]([C@@H](CCCC)F)F)=O (2R,3R)-N-(2-amino-4-((4-(trifluoromethyl)benzyl)amino)phenyl)-2,3-difluoroheptanamide